C(#N)C[C@H]1N(CC[C@@H](C1)N1C=NC=2C(=NC=3C(=NC=CC3C21)O)N2CC(C2)N(C)C)C(=O)OC(C)(C)C tert-butyl (2S,4S)-2-(cyanomethyl)-4-(4-(3-(dimethylamino)azetidin-1-yl)-6-hydroxy-1H-imidazo[4,5-c][1,7]naphthyridin-1-yl)piperidine-1-carboxylate